[(1S,2R,3R,4R,5S)-4-(Acetylamino)-2,3-dihydroxy-6,8-dioxabicyclo[3.2.1]oct-1-yl]methoxy-N-(3-aminopropyl)pentanamide C(C)(=O)N[C@@H]1[C@H]([C@H]([C@@]2(CO[C@H]1O2)COC(C(=O)NCCCN)CCC)O)O